COC=1C=CC=2N(C1)N=CC2 6-methoxypyrazolo[1,5-a]pyridine